C[Si](OCCCC)(C)C [(trimethylsilyl)oxy]butane